(R,E)-N-(4-((4-([1,2,4]triazolo[1,5-a]pyridin-7-yloxy)-2-methoxy-5-methylphenyl)amino)-7-ethoxyquinazolin-6-yl)-2-fluoro-3-(1-methylpyrrolidin-2-yl)acrylamide N=1C=NN2C1C=C(C=C2)OC2=CC(=C(C=C2C)NC2=NC=NC1=CC(=C(C=C21)NC(/C(=C\[C@@H]2N(CCC2)C)/F)=O)OCC)OC